C(C1=CC=CC=C1)(=O)OCOP(=O)(\C=C\CNOCC1=CC=CC=C1)OCOC(C1=CC=CC=C1)=O [({[(E)-benzoyloxy]methoxy}[(1E)-3-[(benzyloxy)amino] prop-1-en-1-yl]phosphoryl)oxy]methyl benzoate